2-(4-(benzyloxy)-2-ethyl-5-fluorophenyl)-4,4,5,5-tetramethyl-1,3,2-dioxaborolan C(C1=CC=CC=C1)OC1=CC(=C(C=C1F)B1OC(C(O1)(C)C)(C)C)CC